Ethynyldiphenyl-silane C(#C)[SiH](C1=CC=CC=C1)C1=CC=CC=C1